C(C1=CC=CC=C1)NCCN(CCNCCN)CC1=CC=CC=C1 N1,N4-dibenzyltriethylenetetramine